CC1OC(CCNC1)C 2,7-dimethyl-1,4-oxazepan